O(S(=O)(=O)C(F)(F)F)C1=CC=C2C(=N1)NC1=C2C=NC=C1 9H-pyrrolo[2,3-b:4,5-c']Dipyridin-2-yl triflate